FC1=C(OC2=CC=NC3=CC=C4C(=C23)OCCO4)C(=CC(=C1)[N+](=O)[O-])F 10-(2,6-difluoro-4-nitrophenoxy)-2,3-dihydro-[1,4]dioxino[2,3-f]quinoline